Cl.[F-].[Li+] lithium fluoride hydrogen chloride